C(=C)C(C(=O)O)CCCC.C(CCCCC)(=O)OC=C vinyl hexanoate (vinyl hexanoate)